(S)-2-((6-methylsulfonylbenzo[d]thiazol-2-yl)amino)-N-(pyrrolidin-3-yl)isonicotinamide CS(=O)(=O)C1=CC2=C(N=C(S2)NC=2C=C(C(=O)N[C@@H]3CNCC3)C=CN2)C=C1